C(=O)(O)C=1C(=C(C(=O)NC(C2=C(C(=CC(=C2)O)CC(=O)O)O)=O)C=C(C1)O)O N-(3-carboxy-2,5-dihydroxybenzoyl)3-carboxymethyl-2,5-dihydroxy-benzamide